C1(=CC=CC=C1)N(C1=CC=C(C=C1)CC(=O)O)C1=CC=CC=C1 2-(4-(diphenylamino)phenyl)acetic acid